4,6-bis[3-(4-dibenzothienyl)Phenyl]pyrimidine C1=CC=C(C=2SC3=C(C21)C=CC=C3)C=3C=C(C=CC3)C3=NC=NC(=C3)C3=CC(=CC=C3)C3=CC=CC2=C3SC3=C2C=CC=C3